CC(=CCCC1(CC=CCC1)C=O)C (4-methylpent-3-enyl)cyclohex-3-enecarbaldehyde